FC(N1N=CC(=C1)C1=NN2C(=NC=3C(=CC=CC3C2=N1)C(F)(F)F)N[C@H]1C(NCCCC1)=O)F (3R)-3-({2-[1-(difluoromethyl)-1H-pyrazol-4-yl]-7-(trifluoromethyl)[1,2,4]triazolo[1,5-c]quinazolin-5-yl}amino)azepan-2-one